tert-butyl ((1R,3S)-3-((2-((2-((tertbutyldimethylsilyl)oxy)ethyl)amino)-5-nitrophenyl)carbamoyl)cyclohexyl)carbamate C(C)(C)(C)[Si](OCCNC1=C(C=C(C=C1)[N+](=O)[O-])NC(=O)[C@@H]1C[C@@H](CCC1)NC(OC(C)(C)C)=O)(C)C